CS(=O)(=O)C=1C=NC=C(C1)B1OC(C(O1)(C)C)(C)C 3-(methylsulfonyl)-5-(4,4,5,5-tetramethyl-1,3,2-dioxaborolan-2-yl)pyridine